N-(2-chloro-4-(trifluoromethyl)phenyl)-1-(4-(hexahydropyrrolo[3,4-c]pyrrol-2(1H)-yl)-1H-pyrazol-1-yl)cyclobutane-1-carboxamide ClC1=C(C=CC(=C1)C(F)(F)F)NC(=O)C1(CCC1)N1N=CC(=C1)N1CC2CNCC2C1